N1(CCC1)C1=CC=C(C(=N1)OC)C=1C=C2C(=CNC2=CC1Cl)C(=O)NOC 5-(6-(azetidin-1-yl)-2-methoxypyridin-3-yl)-6-chloro-N-methoxy-1H-indole-3-carboxamide